ClC=1N=NC=CC1C(=O)[O-] chloropyridazine-4-carboxylate